N-(6-amino-5-methyl-3-pyridyl)-2-[(2S,5R)-5-methyl-2-(3-sulfamoylphenyl)-1-piperidyl]-2-oxo-acetamide NC1=C(C=C(C=N1)NC(C(=O)N1[C@@H](CC[C@H](C1)C)C1=CC(=CC=C1)S(N)(=O)=O)=O)C